(1S,2S,3R,4S,5S)-3-((5-chloro-4-(4-fluoro-2-(2-hydroxypropan-2-yl)-1-isopropyl-1H-benzo[d]imidazol-6-yl)pyrimidin-2-yl)amino)-4-methyl-6,8-dioxabicyclo[3.2.1]octan-7,7-d2-2-ol ClC=1C(=NC(=NC1)N[C@H]1[C@@H]([C@@H]2C(O[C@H]([C@H]1C)O2)([2H])[2H])O)C=2C=C(C1=C(N(C(=N1)C(C)(C)O)C(C)C)C2)F